C(C)(C)OC(N[C@@H]1CC[C@H](CC1)C=1SC(=CN1)C1=C(C=C(C=C1)N)S(=O)(=O)N1CCCC1)=O Trans-N-[4-[5-(4-amino-2-pyrrolidin-1-ylsulfonyl-phenyl)thiazol-2-yl]cyclohexyl]carbamic acid isopropyl ester